C12C3CCC(CC31)C2 Tricyclo[3.2.1.02,7]Octane